N-[β-maleimidopropoxy]succinimide C1(C=CC(N1C(CON1C(CCC1=O)=O)C)=O)=O